C1(=CC=CC=C1)S(=O)(=O)N1C=C(C2=CC=C(C=C12)Cl)S(=O)(=O)NC1=CC=2C(=NON2)C=C1 1-(benzenesulfonyl)-N-(2,1,3-benzoxadiazol-5-yl)-6-chloro-indole-3-sulfonamide